ClC1=CC=C(C=C1)N(C(=O)C1=NC(=CN=C1)C1=CC=C(C=C1)C(F)(F)F)CC N-(4-chlorophenyl)-N-ethyl-6-(4-(trifluoromethyl)phenyl)pyrazine-2-carboxamide